7-(dimethylamino)-2-methoxy-4-methyl-6(5H)-phenanthridinone CN(C1=C2C(NC=3C(=CC(=CC3C2=CC=C1)OC)C)=O)C